octyltridecyl neopentanoate C(C(C)(C)C)(=O)OC(CCCCCCCCCCCC)CCCCCCCC